CN1C(=NN=C1)SC(CC=C)C=1C=C(C=CC1)NC(=O)C=1N=CC2=CC=CC=C2C1 N-[3-[1-[(4-methyl-1,2,4-triazol-3-yl)sulfanyl]but-3-enyl]phenyl]isoquinoline-3-carboxamide